3-cyclohexyl-N-(2-cyclohexyl-4-(4-(trifluoromethyl)phenethyl)phenyl)propanamide C1(CCCCC1)CCC(=O)NC1=C(C=C(C=C1)CCC1=CC=C(C=C1)C(F)(F)F)C1CCCCC1